P(=O)(OOC(CCCCCCCCCCCCCCC)CCCC)([O-])[O-] n-butylhexadecyloxy phosphate